(R)-5-(4-methoxyquinazolin-6-yl)-N-(1,1,1-trifluoropropan-2-yl)pyrrolo[2,1-f][1,2,4]triazin-2-amine COC1=NC=NC2=CC=C(C=C12)C=1C=CN2N=C(N=CC21)N[C@@H](C(F)(F)F)C